2-(benzofuran-3-yl)-1-(R)-(2-cyanophenylsulphonamido)ethylboronic acid O1C=C(C2=C1C=CC=C2)C[C@H](NS(=O)(=O)C2=C(C=CC=C2)C#N)B(O)O